L-Carnitine Acrylate C(C=C)(=O)O[C@@H](C[N+](C)(C)C)CC([O-])=O